4-(4-((1R,5S)-3,8-diazabicyclo[3.2.1]octan-3-yl)-8-fluoro-2-(2-morpholinoethoxy)pyrido[4,3-d]pyrimidin-7-yl)naphthalen-2-ol [C@H]12CN(C[C@H](CC1)N2)C=2C1=C(N=C(N2)OCCN2CCOCC2)C(=C(N=C1)C1=CC(=CC2=CC=CC=C12)O)F